[Na].[Na].[Hg]Cl mercurous chloride disodium salt